[Si](C)(C)(C(C)(C)C)O[C@@H]1C[C@H](N(C1)C([C@H](C(C)C)C1=CC(=NO1)O)=O)C(=O)N[C@@H](C)C1=CC=C(C=C1)C1=C(N=CS1)C (2S,4R)-4-((tert-butyldimethylsilyl)oxy)-1-((R)-2-(3-hydroxyisoxazol-5-yl)-3-methylbutyryl)-N-((S)-1-(4-(4-methylthiazol-5-yl)phenyl)ethyl)pyrrolidine-2-carboxamide